NCC(=O)NC1CC=C(CC1)C1=C(N(C=C1)S(NC(=O)OCC1=CC=CC=C1)(=O)=O)C(=O)OCC1=CC=CC=C1 benzyl 3-[4-[(2-aminoacetyl)amino]cyclohexen-1-yl]-1-(benzyloxycarbonylsulfamoyl)pyrrole-2-carboxylate